(R)-3-amino-1-(4-((6-amino-9H-purin-9-yl)methyl)-6-(2,5-difluoro-4-methoxyphenyl)pyridin-3-yl)-2,2-difluoroethan-1-ol D-tartrate C(=O)(O)[C@@H](O)[C@H](O)C(=O)O.NC1(CN=C(C=C1CN1C2=NC=NC(=C2N=C1)N)C1=C(C=C(C(=C1)F)OC)F)[C@H](C(F)F)O